[Br].C(CCC)N1CCCC1 N-butyl-pyrrolidine bromine